(3R,4R)-1-cyclopentyl-4-{[5-(2,4,6-trifluoro-phenyl)-isoxazole-3-carbonyl]-amino}-piperidine-3-carboxylic acid ((R)-1-cyclobutyl-ethyl)-amide C1(CCC1)[C@@H](C)NC(=O)[C@@H]1CN(CC[C@H]1NC(=O)C1=NOC(=C1)C1=C(C=C(C=C1F)F)F)C1CCCC1